α-amino-3-hydroxy-5-methyl-4-isoxazole-propionic acid NC(C(=O)O)CC=1C(=NOC1C)O